C(C)C=1C=C2CN(CC2=CC1)C1=NC=CC(=N1)C1=NC=CC(=N1)\C=C\C1=CC=NC=C1 (E)-5-Ethyl-2-(4-(2-(pyridin-4-yl)vinyl)-[2,4'-bipyrimidin]-2'-yl)isoindoline